FC1=C(OC=2C(=NC(=CC2)N=S(=O)(C)C)C=2C3=C(C(N(C2)C)=O)N(C=C3)C(=O)OC(C)(C)C)C=CC(=C1)F tert-butyl 4-{3-(2,4-difluorophenoxy)-6-{[dimethyl(oxo)-λ6-sulfanylidene]amino}-pyridin-2-yl}-6-methyl-7-oxo-6,7-dihydro-1H-pyrrolo[2,3-c]pyridine-1-carboxylate